1-[2-(cyclohexylmethoxy)phenyl]cyclopentanecarboxylic acid C1(CCCCC1)COC1=C(C=CC=C1)C1(CCCC1)C(=O)O